5-chloro-7-(3-(trifluoromethyl)-1H-pyrazol-4-yl)-8,9,10,11-tetrahydro-3H-pyrazolo[4,3-a]phenanthridine ClC=1C=C2C(=C3C=4CCCCC4C(=NC13)C=1C(=NNC1)C(F)(F)F)C=NN2